3,5-dinitro-4-methyl-benzoic acid [N+](=O)([O-])C=1C=C(C(=O)O)C=C(C1C)[N+](=O)[O-]